NC=1C(=NC(=C(N1)C)C)C(=O)C1=C2C=NN(C2=C(C=C1)F)C1OCCCC1 (3-Amino-5,6-dimethylpyrazin-2-yl)(7-fluoro-1-(tetrahydro-2H-pyran-2-yl)-1H-indazol-4-yl)methanone